N6-((2-(3-methyl-3H-diazirin-3-yl)ethoxy)carbonyl)-L-lysine CC1(N=N1)CCOC(=O)NCCCC[C@H](N)C(=O)O